N-(4-(2-(2-Aminopyridin-3-yl)-5-phenyl-3H-imidazo[4,5-b]pyridin-3-yl)benzyl)-4-cyanopicolinamide NC1=NC=CC=C1C1=NC=2C(=NC(=CC2)C2=CC=CC=C2)N1C1=CC=C(CNC(C2=NC=CC(=C2)C#N)=O)C=C1